COC1=CC=C(C=C1)C1=NN2C(C=CC=C2)=N1 2-(4-methoxyphenyl)-[1,2,4]triazolo[1,5-a]pyridine